9-cyclopropyl-2-methyl-spiro[benzo[c]chromene-6,1'-cyclobutane]-3,8-diol C1(CC1)C1=CC2=C(C=C1O)C1(CCC1)OC1=CC(=C(C=C21)C)O